4-[3-[2,6-Dichloro-4-[(1-methyl-piperidin-4-yl)methoxy]benzoyl]-2,4-dihydro-1,3-benzoxazin-8-yl]-5-fluoro-2-morpholin-4-ylbenzoic acid ClC1=C(C(=O)N2COC3=C(C2)C=CC=C3C3=CC(=C(C(=O)O)C=C3F)N3CCOCC3)C(=CC(=C1)OCC1CCN(CC1)C)Cl